NC1=C(C=C(C=N1)C=1C=C2N(N1)CC[C@]21CN(CC1)C(=O)NC1(CCC1)C1=CC(=CC=C1)F)C(F)(F)F |r| (rac)-2'-[6-amino-5-(trifluoromethyl)pyridin-3-yl]-N-[1-(3-fluorophenyl)cyclobutyl]-5',6'-dihydrospiro[pyrrolidine-3,4'-pyrrolo[1,2-b]pyrazole]-1-carboxamide